4-((1R,2S)-2-((cyclopropylmethyl)amino)-cyclopropyl)-N-(5-methyl-1,3,4-thiadiazol-2-yl)thiophene-2-carboxamide C1(CC1)CN[C@@H]1[C@H](C1)C=1C=C(SC1)C(=O)NC=1SC(=NN1)C